distearyl-β,β'-thiodipropionate C(CCCCCCCCCCCCCCCCC)OC(CCSCCC(=O)OCCCCCCCCCCCCCCCCCC)=O